FC(C(=O)NNC(=O)C=1C=CC(=NC1)CN(S(=O)(=O)CC)C1=CC(=C(C=C1)F)C)F N-((5-(2-(2,2-difluoroacetyl)hydrazine-1-carbonyl)pyridin-2-yl)methyl)-N-(4-fluoro-3-methylphenyl)ethanesulfonamide